2,4-Dihydroxy-3-[(1R,6R)-3-methyl-6-(1-methylethenyl)-2-cyclohexen-1-yl]-6-pentylbenzoic acid OC1=C(C(=O)O)C(=CC(=C1[C@@H]1C=C(CC[C@H]1C(=C)C)C)O)CCCCC